bis-[2,2,6,6-tetramethyl-1-(undecyloxy)-piperidin-4-yl] carbonate C(OC1CC(N(C(C1)(C)C)OCCCCCCCCCCC)(C)C)(OC1CC(N(C(C1)(C)C)OCCCCCCCCCCC)(C)C)=O